5-bromo-4-fluoro-2-(3,3,4-trimethylpiperazin-1-yl)aniline BrC=1C(=CC(=C(N)C1)N1CC(N(CC1)C)(C)C)F